1-(2-fluoroethyl)piperazine HCl Cl.FCCN1CCNCC1